4-hydroxymethyl-1,6-heptadiene OCC(CC=C)CC=C